1-(3,4-dimethoxy-5-selenocyanophenyl)ethanone COC=1C=C(C=C(C1OC)[Se]C#N)C(C)=O